C(C)OC(CN(OCC)C(C(=O)O)=O)=O N-ethoxyoxalylglycine ethyl ester